FC1=C(C=CC(=C1)F)NC(=O)C=1C(=NC=CC1)OC1=CC(=CC=C1)C(F)(F)F N-(2,4-difluorophenyl)-2-[3-(trifluoromethyl)phenoxy]pyridine-3-carboxamide